(1S,2S)-2-(3-chlorophenyl)-N-(6-(((6-cyclopropyl-8-(3-(4-methoxybenzyl)-2,4-dioxoimidazolidin-1-yl)imidazo[1,2-a]pyridin-2-yl)methyl)amino)pyrimidin-4-yl)cyclopropane-1-carboxamide ClC=1C=C(C=CC1)[C@@H]1[C@H](C1)C(=O)NC1=NC=NC(=C1)NCC=1N=C2N(C=C(C=C2N2C(N(C(C2)=O)CC2=CC=C(C=C2)OC)=O)C2CC2)C1